O=S1(C=CC2=C1C(=CC=C2)NC(C)=O)=O N-(1,1-dioxo-1λ6-benzothiophen-7-yl)acetamide